C1CNCCC12CCC(CC2)CN2CCC(CC2)N2N=C(C(=C2)NC(=O)C=2C=NN1C2N=C(C=C1)N1CC2CCC(C1)O2)C(F)F N-(1-(1-((3-azaspiro[5.5]undec-9-yl)methyl)piperidin-4-yl)-3-(difluoromethyl)-1H-pyrazol-4-yl)-5-(8-oxa-3-azabicyclo[3.2.1]octane-3-yl)pyrazolo[1,5-a]pyrimidine-3-carboxamide